tert-butyl (4-(((3-chloropyridin-2-yl)methyl)amino)butyl)carbamate ClC=1C(=NC=CC1)CNCCCCNC(OC(C)(C)C)=O